2-(methoxymethyl)-8-ethyl-5H-benzo[d]pyrazolo[5,1-b][1,3]oxazin-5-imine COCC1=NN2C(OC(C3=C2C=C(C=C3)CC)=N)=C1